sodium 3-sulfobenzoate S(=O)(=O)(O)C=1C=C(C(=O)[O-])C=CC1.[Na+]